2-(5-(6-chloro-3-(1H-imidazol-1-yl)-5-methoxy-1-methyl-1H-pyrrolo[3,2-b]pyridin-2-yl)-1H-1,2,4-triazol-3-yl)-2,2-difluoro-ethan-1-ol ClC=1C=C2C(=NC1OC)C(=C(N2C)C2=NC(=NN2)C(CO)(F)F)N2C=NC=C2